7-(ethylamino)-2-oxo-1-phenyl-1,2-dihydroquinoline-3-carboxylate C(C)NC1=CC=C2C=C(C(N(C2=C1)C1=CC=CC=C1)=O)C(=O)[O-]